(3S)-pyrrolidine-3-carboxylic acid methyl ester hydrochloride Cl.COC(=O)[C@@H]1CNCC1